Bicyclo[1.1.1]Pentan-3-amine HCl salt Cl.C12CC(C1)(C2)N